(4-diphenylaminophenyl)benzamide C1(=CC=CC=C1)N(C1=CC=C(C=C1)C1=C(C(=O)N)C=CC=C1)C1=CC=CC=C1